Cl.Cl.C[C@@H]1NCC[C@@H]1N (2S,3S)-2-Methylpyrrolidin-3-amine dihydrochloride